((S)-1-(((S)-1-hydroxy-3-((S)-2-oxopyrrolidin-3-yl)propan-2-yl)amino)-1-oxo-3-phenylpropane-2-yl)carbamic acid OC[C@H](C[C@H]1C(NCC1)=O)NC([C@H](CC1=CC=CC=C1)NC(O)=O)=O